FC1=C(C(=CC2=C1N=C(S2)N)OC)F 4,5-difluoro-6-methoxybenzo[d]thiazol-2-amine